(3R,6S)-1-benzyl-6-ethyl-3-methylpiperazine-2,5-dione C(C1=CC=CC=C1)N1C([C@H](NC([C@@H]1CC)=O)C)=O